IC1=CC(=C2CN(C(C2=C1)=O)[C@@H](C(=O)NC=1SC=CN1)C1=C2N(C=N1)C[C@@H](C2)F)C(F)(F)F |&1:11| (2RS)-2-[6-iodo-1-oxo-4-(trifluoromethyl)isoindolin-2-yl]-2-[(6R)-6-fluoro-6,7-dihydro-5H-pyrrolo[1,2-c]imidazol-1-yl]-N-thiazol-2-yl-acetamide